FC(C)(F)C=1C=C2C(N(C1)CC(F)F)=C(C(=N2)C2=C(C=C(C=N2)C2=CC=C(C=C2)C2(CC2)C#N)SCC)F 1-(4-{6-[6-(1,1-difluoroethyl)-4-(2,2-difluoroethyl)-3-fluoro-4H-pyrrolo[3,2-b]pyridin-2-yl]-5-(ethylsulfanyl)pyridin-3-yl}phenyl)cyclopropane-1-carbonitrile